beryllium sulphide [S-2].[Be+2]